C(C)(=O)N1CC2C(C1)CC(C2)C2=NN(C(=C2C(=O)NC2=CC(=C(C=C2)F)Cl)N)C 3-(2-acetyloctahydrocyclopenta[c]pyrrol-5-yl)-5-amino-N-(3-chloro-4-fluorophenyl)-1-methyl-1H-pyrazole-4-carboxamide